COC1=CC=CC(=N1)CNC(C1=CN=CC(=C1N1CC2(CCCN2)CC1)C1=CC(=CC(=C1)F)F)=O N-[(6-methoxy-2-pyridyl)methyl]-4-(1,7-diaza-7-spiro[4.4]nonyl)-5-(3,5-difluorophenyl)nicotinamide